N(F)(F)F.[O].[Ti] titanium oxygen nitrogen fluoride